4-(7-Cyclopropyl-3,4-dihydro-1H-isochromen-1-yl)-5-methylthiophene-2-carbaldehyde C1(CC1)C1=CC=C2CCOC(C2=C1)C=1C=C(SC1C)C=O